7-bromo-4-(trifluoromethyl)phthalazin-1(2H)-one BrC1=CC=C2C(=NNC(C2=C1)=O)C(F)(F)F